7-(azepan-4-ylmethyl)-2-(((S)-pent-2-yl)oxy)imidazo[2,1-f][1,2,4]triazin-4-amine N1CCC(CCC1)CC1=CN=C2C(=NC(=NN21)O[C@@H](C)CCC)N